C(CCCCCCCCCCCCCCCCC)(=O)OCCCCCC(OC(NCCOCCN(CC)C)=O)CCCCCOC(CCCCCCCCCCCCCCCCC)=O 3-methyl-10-oxo-12-{5-[(1-oxooctadecyl) oxy] pentyl}-3,9-diaza-6,11-dioxaheptadecan-17-yl octadecanoate